1-(methylsulfonyl)-7-(5-(6-(3-(piperidin-1-yl)propoxy)pyridin-3-yl)-3H-imidazo[4,5-b]pyridin-3-yl)-1,2,3,4-tetrahydroquinoline CS(=O)(=O)N1CCCC2=CC=C(C=C12)N1C=NC=2C1=NC(=CC2)C=2C=NC(=CC2)OCCCN2CCCCC2